O=C1N(C=CN(C1=O)CC=1SC(=NN1)C1=CC=CC=C1)C1CC(CC1)C#N 3-(2,3-dioxo-4-((5-phenyl-1,3,4-thiadiazol-2-yl)methyl)-3,4-dihydropyrazin-1(2H)-yl)cyclopentane-1-carbonitrile